NC=1C2=C(N=CN1)N(C=C2C=2C(=C(C=CC2)NS(=O)(=O)C2CCCCC2)F)C Cyclohexanesulfonic acid [3-(4-amino-7-methyl-7H-pyrrolo[2,3-d]pyrimidin-5-yl)-2-fluoro-phenyl]-amide